2-(4-fluoro-3-hydroxyphenyl)-N-(5-methyl-4-(1-(2-nitrophenylsulfonyl)indolin-5-yl)thiazol-2-yl)acetamide FC1=C(C=C(C=C1)CC(=O)NC=1SC(=C(N1)C=1C=C2CCN(C2=CC1)S(=O)(=O)C1=C(C=CC=C1)[N+](=O)[O-])C)O